rac-(3R,4R)-4-[(2-{3-[(4-methanesulfonyl-2-methoxyphenyl)amino]prop-1-yn-1-yl}-1-(2,2,2-trifluoroethyl)-1H-indol-4-yl)amino]-1-methylpiperidin-3-ol CS(=O)(=O)C1=CC(=C(C=C1)NCC#CC=1N(C2=CC=CC(=C2C1)N[C@H]1[C@@H](CN(CC1)C)O)CC(F)(F)F)OC |r|